COCCN1CCN(CC1)C1=CC=C(C=C1)NC1=NC2=CC=CC=C2C=N1 2-((4-(4-(2-methoxyethyl)piperazin-1-yl)phenyl)amino)quinazolin